C(C)(=O)C(C(=O)O)(CCN)N acetyl-2,4-diaminobutyric acid